β-trimethylsilylethanesulfonamide C[Si](CCS(=O)(=O)N)(C)C